(2S)-3-(5-bromothiophene-3-yl)-2-[(3R)-1-[(tert-butoxy)carbonyl]pyrrolidin-3-yl]propionic acid BrC1=CC(=CS1)C[C@H](C(=O)O)[C@@H]1CN(CC1)C(=O)OC(C)(C)C